tert-butyl 4-(5-bromo-6-isopropoxy-pyrazolo[3,4-b]pyridin-2-yl)piperidine-1-carboxylate BrC1=CC=2C(N=C1OC(C)C)=NN(C2)C2CCN(CC2)C(=O)OC(C)(C)C